S(N)(=O)(=O)C1=CC=C(S1)/C=C/C(=O)OC methyl (E)-3-(5-sulfamoylthiophen-2-yl)acrylate